CC1CC2=C(NN=C2C(=O)N[C@H]2COC3=C(N(C2=O)C)C=CC=C3)CO1 5-Methyl-N-((S)-5-methyl-4-oxo-2,3-dihydro-1,5-benzoxazepin-3-yl)-1,4,5,7-tetrahydropyrano[3,4-c]pyrazol-3-carboxamid